C(C)(C)(C)OC(=O)N[C@H]1C[SH2]C2=C(N(C1=O)CC1=CC=C(C=C1)OC1CCCC1)C=C(C=C2)C(=O)O (3R)-3-(tert-butoxycarbonylamino)-5-[[4-(cyclopentoxy)phenyl]methyl]-4-oxo-2,3-dihydro-1λ4,5-benzothiazepine-7-carboxylic acid